COC=1C=C(C=CC1OC)C1=CN=CC(=N1)C=1SC=C(N1)C(=O)O 2-(6-(3,4-Dimethoxyphenyl)pyrazin-2-yl)thiazole-4-carboxylic acid